C1(=CC=C(C=C1)O[C@@H](C(=O)OC)C)C (R)-Methyl 2-(p-tolyloxy)propanoate